4,7-bis(mercaptomethyl)-3,6,9-Trithiaundecane-1,11-dithiol SCC(SCCS)CSC(CSCCS)CS